FC1=C2C=CN(C2=C(C=C1)C)C1=CC(=CC=C1)N1CCN(CCC1)C 4-fluoro-7-methyl-N-(3-(4-methyl-1,4-diazepan-1-yl)phenyl)-1H-indole